1-[2-(azetidin-1-yl)ethyl]-6-phenyl-3H-imidazo[4,5-b]Pyridine N1(CCC1)CCN1CNC2=NC=C(C=C21)C2=CC=CC=C2